ClC=1C=CC=C2CC3(C(NC12)=O)CC3 8'-chloro-1',4'-dihydro-2'H-spiro[cyclopropane-1,3'-quinolin]-2'-one